2-[2-(4-dibenzo[b,f][1,4]thiazepin-11-yl-1-piperazinyl)ethoxy]-ethanol fumarate C(\C=C\C(=O)O)(=O)O.C1=CC=CC2=C1C(=NC1=C(S2)C=CC=C1)N1CCN(CC1)CCOCCO